C(=O)(O)[C@@H](CC1=CC=C(C=C1)OCCOCCOCCOCC)N1CCN(CCN(CCN(CC1)CC(=O)[O-])CC(=O)[O-])CC(=O)[O-].[Gd+3] gadolinium 2,2',2''-{10-[(1R)-1-carboxy-2-(4-{2-[2-(2-ethoxyethoxy)ethoxy]ethoxy}phenyl)ethyl]-1,4,7,10-tetraazacyclododecane-1,4,7-triyl}triacetate